4-(4-(4-(benzo[d]thiazol-5-ylamino)quinolin-6-yl)-3-fluorobenzoyl)piperazin-2-one S1C=NC2=C1C=CC(=C2)NC2=CC=NC1=CC=C(C=C21)C2=C(C=C(C(=O)N1CC(NCC1)=O)C=C2)F